C(C)C1=NN(C2=C1C(NCC1(CCOCC1)C2)=O)C[C@H](COC(C2=C(C=CC(=C2)C#N)F)=O)C 5-Cyano-2-fluoro-benzoic acid [(2R)-3-(3-ethyl-4-oxo-spiro[6,8-dihydro-5H-pyrazolo[4,3-c]azepin-7,4'-tetrahydropyran]-1-yl)-2-methyl-propyl] ester